Cl.COC=1C=C(CCN)C=C(C1OCCC(F)(F)F)OC 3,5-Dimethoxy-4-(1,1,1-trifluoroprop-3-yloxy)phenethylamine hydrochloride